C(C)(C)(C)OC(=O)NC1(CC2=CC(=CC=C2CC1)OC=1C=C(C=CC1)C1=CC(=CC=C1)Cl)C(=O)OC methyl 2-((tert-butoxycarbonyl) amino)-7-((3'-chloro-[1,1'-biphenyl]-3-yl) oxy)-1,2,3,4-tetrahydronaphthalene-2-carboxylate